N-[(2S,3S)-1,3-Dihydroxybutan-2-yl]-5-(1-methyl-1H-pyrazol-3-yl)-6-[4-(trifluoromethyl)phenoxy]pyridine-3-carboxamide OC[C@@H]([C@H](C)O)NC(=O)C=1C=NC(=C(C1)C1=NN(C=C1)C)OC1=CC=C(C=C1)C(F)(F)F